C(C1=CC=CC=C1)[C@H]1[C@H]2C[C@H]2CN1C1=CC(=CC(N1)=O)N1C[C@H](OCC1)C 6-((1S,2S,5R)-2-benzyl-3-azabicyclo[3.1.0]hexan-3-yl)-4-((R)-2-methylmorpholino)pyridin-2(1H)-one